N-(2,3-dimethoxybenzyl)-2-(1H-indol-3-yl)-N-isopropyl-acetamide COC1=C(CN(C(CC2=CNC3=CC=CC=C23)=O)C(C)C)C=CC=C1OC